(2,3-difluorophenyl)boric acid FC1=C(C=CC=C1F)OB(O)O